C(C1=CC=CC=C1)OC(=O)[N-]S(=O)(=O)N1C(=C(C=C1)Cl)C(=O)OCC1=CC=CC=C1.[Na+] sodium benzyloxycarbonyl-(2-benzyloxycarbonyl-3-chloro-pyrrol-1-yl)sulfonyl-azanide